C12(CC1)COC1=C2C=CC=C1N 2H-spiro[benzofuran-3,1'-cyclopropane]-7-amine